[Rh+].FC(S(=O)(=O)O)(F)F trifluoromethanesulfonic acid rhodium (I)